C(C)C=1C=C2C(=C(C(=NC2=C(C1)F)N1[C@@H](CN(CC1)CC1CCOCC1)C)C1=NN(C=C1)C)C (R)-6-ethyl-8-fluoro-4-methyl-3-(1-methyl-1H-pyrazol-3-yl)-2-(2-methyl-4-((tetrahydro-2H-pyran-4-yl)methyl)piperazin-1-yl)quinoline